N,N'-bis-(β-hydroxyethyl)N,N'-bis-(4'-aminophenyl)1,3-diaminopropanol OCCN(C(CCN(C1=CC=C(C=C1)N)CCO)O)C1=CC=C(C=C1)N